dinitroacetamide [N+](=O)([O-])C(C(=O)N)[N+](=O)[O-]